methyl 7,7-dimethyl-6,8-dihydro-5H-imidazo[1,2-a]pyridine-2-carboxylate CC1(CC=2N(CC1)C=C(N2)C(=O)OC)C